pyrrolo[2,1-c][1,4]oxazine-7-carboxamide C1OC=CN2C1=CC(=C2)C(=O)N